N1=CC=NC2=CC(=CC=C12)CN1C(=O)N(C=2N=C(N(C2C1=O)CC#CC)N1C[C@@H](CCC1)N)C 1-[(Quinoxalin-6-yl)methyl]-3-methyl-7-(2-butyn-1-yl)-8-((R)-3-amino-piperidin-1-yl)-xanthine